3-(3-(2-fluoro-4-((fluoromethylamino)methyl)phenyl)isoxazol-5-yl)-5-(4-(tetrahydro-2H-pyran-4-ylsulfonyl)phenyl)pyrazin-2-amine FC1=C(C=CC(=C1)CNCF)C1=NOC(=C1)C=1C(=NC=C(N1)C1=CC=C(C=C1)S(=O)(=O)C1CCOCC1)N